FC=1C=C(C=NC1)C1=NC=2N(C(=C1)N[C@@H]1CCC=3NC4=CC=CC=C4C3C1)N=CC2C(=O)N2CCOCC2 [5-(5-Fluoro-3-pyridyl)-7-[[(3R)-2,3,4,9-tetrahydro-1H-carbazol-3-yl]amino]pyrazolo[1,5-a]pyrimidin-3-yl]-morpholino-methanone